N-(3-(methylsulfonamido)phenyl)-5-(thiophen-2-yl)-1H-pyrazole-3-carboxamide CS(=O)(=O)NC=1C=C(C=CC1)NC(=O)C1=NNC(=C1)C=1SC=CC1